ClC1=C(C(=O)NC2=C3CNN(C3=CC=C2)CCC2=CC=CC=C2)C=C(C=C1)CNC(C(C)(C)C)=O 2-chloro-5-{[(2,2-dimethylpropionyl)amino]methyl}-N-[1-(2-phenylethyl)-2H-indazol-4-yl]benzamide